N1(CCOCC1)C(=O)C1=CC=C(C=C1)NC1=NC=CC(=C1)NC=1C=CC=C2CCN(C12)C(C)=O 1-(7-((2-((4-(Morpholine-4-carbonyl)phenyl)amino)pyridin-4-yl)amino)indolin-1-yl)ethan-1-one